C(#N)C1=CC=C(C=C1)O p-Cyano-Phenol